pyrazolo[3,4-d]pyrimidone N1=NC(C=2C1=NC=NC2)=O